C(CCCCCCCC)(=O)OCC(COC(CCCCCCCC)=O)CC(=O)OCC(COC(CC(COC(CCCCCCCC)=O)COC(CCCCCCCC)=O)=O)CC(=O)OC(C)(C)C (((2-(2-(tert-butoxy)-2-oxoethyl)propane-1,3-diyl)bis(oxy))bis(2-oxoethane-2,1-diyl))bis(propane-2,1,3-triyl) tetranonanoate